S(OC1=CC=C(C=C1)OCC1=CC=C(C=C1)C=1N=NNN1)(=O)(=O)F 4-((4-(2H-tetrazol-5-yl)benzyl)oxy)phenyl sulfurofluoridate